OC1=C(C=CC=C1)C(C)=O 1-(2-hydroxyphenyl)ethan-1-one